ClC1=NC(=CC(=N1)N1CCN(CC1)C(C)C)C 2-chloro-4-(4-isopropylpiperazin-1-yl)-6-methylpyrimidine